CS(=O)(=O)O[C@H]([C@H](C1=CC(=CC=C1)F)C1=CC=C(C=C1)Cl)[C@@H]1N(CCC1)C(=O)C1=NNC=C(C1=O)O (1R,2S)-2-(4-chlorophenyl)-2-(3-fluorophenyl)-1-((R)-1-(5-hydroxy-4-oxo-1,4-dihydropyridazine-3-carbonyl)pyrrolidin-2-yl)ethyl methanesulfonate